C1(=CC=CC=C1)CC(=O)OC1C=CC2=C(C=CC(=C12)C)C 4,7-dimethylinden-1-yl 2-phenylacetate